O=C1NC(CC[C@H]1NC(=O)C=1C2=C(SC1)C=CC=C2)=O (R)-N-(2,6-dioxopiperidin-3-yl)benzo[b]thiophene-3-carboxamide